C(C)OC(\C=C(\C)/NCC1=CC=C(C=C1)OC)=O (2Z)-3-[[(4-methoxyphenyl)methyl]amino]but-2-enoic acid ethyl ester